C1(CCCCC1)CN1CC2=CC(=CC=C2CC1)N(C=1C=CC(N(C1)C)=O)C(C)C 5-((2-(cyclohexylmethyl)-1,2,3,4-tetrahydroisoquinolin-7-yl)(isopropyl)amino)-1-methylpyridin-2(1H)-one